2-(p-tolyloxy)-7-azaspiro[3.5]nonan C1(=CC=C(C=C1)OC1CC2(C1)CCNCC2)C